isopropyl (R)-2-(6-(1-((tert-butoxycarbonyl)amino)ethyl)-1H-indol-2-yl)-1-cyclopropyl-7-methoxy-1H-benzo[d]imidazole-5-carboxylate C(C)(C)(C)OC(=O)N[C@H](C)C1=CC=C2C=C(NC2=C1)C1=NC2=C(N1C1CC1)C(=CC(=C2)C(=O)OC(C)C)OC